OCN1N=C(C(=C1[N+](=O)[O-])OC)[N+](=O)[O-] 1-hydroxymethyl-4-methoxy-3,5-dinitropyrazole